propyl-(4-benzoyl-benzyl)dimethyl-ammonium bromide [Br-].C(CC)[N+](C)(C)CC1=CC=C(C=C1)C(C1=CC=CC=C1)=O